C1(CC1)C=1C(=NON1)C(=O)NC(C=1OC2=C(N1)C=C(C=C2)C(COC)N2C(NC(C2)C(F)(F)F)=O)C2CCC(CC2)(F)F 4-Cyclopropyl-N-((4,4-difluorocyclohexyl)(5-(2-methoxy-1-(2-oxo-4-(trifluoromethyl)imidazolidin-1-yl)ethyl)benzo[d]oxazol-2-yl)methyl)-1,2,5-oxadiazole-3-carboxamide